Diphenyliodonium Nitrate [N+](=O)([O-])[O-].C1(=CC=CC=C1)[I+]C1=CC=CC=C1